C1(=CC=CC=C1)C(C1=CC=CC=C1)=NC1=C(C=CC(=C1)C1(COC1)O)NC(=O)C=1N(C=C(C1)C(C1=C(C=CC=C1)C(F)(F)F)=O)COCC[Si](C)(C)C N-(2-((diphenylmethylene)amino)-4-(3-hydroxyoxetan-3-yl)phenyl)-4-(2-(trifluoromethyl)benzoyl)-1-((2-(trimethylsilyl)ethoxy)methyl)-1H-pyrrole-2-carboxamide